C1(=CC=CC=C1)[C@@H](C)NC(=O)N1[C@H](CCC1)C(=O)NC=1C=NC=CC1 (R)-N1-((R)-1-Phenylethyl)-N2-(pyridin-3-yl)pyrrolidine-1,2-dicarboxamide